1-methyl-4-(trimethylstannyl)pyrazolo[3,4-c]pyridine CN1N=CC=2C1=CN=CC2[Sn](C)(C)C